2-chloro-4-{4-(naphthalen-1-yl)phenyl}-6-{4-(quinolin-3-yl)phenyl}pyrimidine ClC1=NC(=CC(=N1)C1=CC=C(C=C1)C1=CC=CC2=CC=CC=C12)C1=CC=C(C=C1)C=1C=NC2=CC=CC=C2C1